3-bromo-N-((1r,3r,5s,6r)-3-(6-chloro-1H-indazol-4-yl)-3-hydroxybicyclo[3.1.0]hexane-6-yl)benzamide BrC=1C=C(C(=O)NC2[C@H]3CC(C[C@@H]23)(O)C2=C3C=NNC3=CC(=C2)Cl)C=CC1